2-(2,5-dimethoxyphenyl)pyrrolidine COC1=C(C=C(C=C1)OC)C1NCCC1